C(C1=CC=CC=C1)OC1=CC(=NC2=CC(=CC=C12)C1=CC=C(C=C1)OCC)OCC1OCCCC1 4-(benzyloxy)-7-(4-ethoxyphenyl)-2-((tetrahydro-2H-pyran-2-yl)methoxy)quinoline